C(C)OC=1C=C(C=CC1OC)C(=CS(=O)(=O)C)N (S)-1-(3-ethoxy-4-methoxyphenyl)-2-(methylsulfonyl)vinylamine